(4-cyclohexyl-phenyl)quinoline C1(CCCCC1)C1=CC=C(C=C1)C1=NC2=CC=CC=C2C=C1